N-[5-[2-cyano-5-(2-methyl-1,3,3a,4,6,6a-hexahydropyrrolo[3,4-c]pyrrol-5-yl)-4-pyridyl]pyrazolo[1,5-a]pyridin-2-yl]cyclopropanecarboxamide C(#N)C1=NC=C(C(=C1)C1=CC=2N(C=C1)N=C(C2)NC(=O)C2CC2)N2CC1C(C2)CN(C1)C